COC1=C(C(=C(C=C1)C1=CC=NC=C1)N)N 3-methoxy-6-(pyridin-4-yl)benzene-1,2-diamine